N'-(5-chloronicotinoyl)-6-oxo-1,6-dihydropyridazine-3-carbohydrazide ClC=1C=NC=C(C(=O)NNC(=O)C2=NNC(C=C2)=O)C1